C(C1=CC=CC=C1)OC(NCCCN1C(=NC2=C1C(=CC(=C2)C(N)=O)OC)NC(=O)C2N(CCC2)C)=O (3-(5-carbamoyl-7-methoxy-2-(1-methylpyrrolidine-2-carboxamido)-1H-benzo[d]imidazol-1-yl)propyl)carbamic acid benzyl ester